O=C1C(C=CC=C1)CC(=O)[O-] 2-Oxophenylacetat